(S)-2-(6-(5-chloro-2-((tetrahydro-2H-pyran-4-yl)amino)pyrimidin-4-yl)-1-oxo-3,4-dihydropyrrolo[1,2-c]pyrimidin-2(1H)-yl)-N-((S)-1-(3-chlorophenyl)-2-hydroxyethyl)propanamide ClC=1C(=NC(=NC1)NC1CCOCC1)C=1C=C2N(C(N(CC2)[C@H](C(=O)N[C@H](CO)C2=CC(=CC=C2)Cl)C)=O)C1